ClC12C3CCC4C5(C(=C(C(C4CCC3C(C(=C1Cl)Cl)(C2(Cl)Cl)Cl)(C5(Cl)Cl)Cl)Cl)Cl)Cl 1,6,7,8,9,14,15,16,17,17,18,18-dodecachloropentacyclo[12.2.1.16,9.02,13.05,10]octadeca-7,15-diene